The molecule is an organic bromide salt of distigmine. It is an anticholinesterase drug used for the treatment of myasthenia gravis and postoperative urinary retention. It has a role as an EC 3.1.1.8 (cholinesterase) inhibitor. It is a pyridinium salt and an organic bromide salt. It contains a distigmine. C[N+]1=CC=CC(=C1)OC(=O)N(C)CCCCCCN(C)C(=O)OC2=C[N+](=CC=C2)C.[Br-].[Br-]